OC1=CCCC(C1)C 3-hydroxy-5-methyl-2-cyclohexene